1,1,2,2,3,3,4,4,4-nonafluorobutane-1-sulfonic acid 1-(4-chloro-2-fluorophenyl)-1,2,3,6-tetrahydropyridin-4-yl ester ClC1=CC(=C(C=C1)N1CCC(=CC1)OS(=O)(=O)C(C(C(C(F)(F)F)(F)F)(F)F)(F)F)F